(1s,4s)-4-((5-(1-(Difluoromethyl)-1H-pyrazol-3-yl)-2-((2-(1-(2-fluoroethyl)-1H-pyrazol-4-yl)pyrimidin-4-yl)amino)pyridin-4-yl)amino)-1-methylcyclohexan-1-ol FC(N1N=C(C=C1)C=1C(=CC(=NC1)NC1=NC(=NC=C1)C=1C=NN(C1)CCF)NC1CCC(CC1)(O)C)F